N1(N=CC=C1)C1C(CCC1)=O 1H-pyrazol-1-yl-cyclopentanone